C(C(=C)C)(=O)OC1CC2C(CC1)O2 4-epoxy-cyclohexyl Methacrylate